C(C)O[Si](CCCC(CCCCCCCCCCCC1=NNC(=N1)N)C1=NNC(=N1)N)(OCC)OCC 1-[3-(Triethoxysilyl)propyl]-3,3'-dodecamethylenebis(5-amino-1,2,4-triazole)